COC1=C(C=CC=C1C(F)(F)F)[C@H]1[C@@H](O[C@]([C@H]1C)(C(F)(F)F)C)C(=O)NC1=CC(=NC=C1)C(=O)N 4-((2R,3S,4S,5R)-3-(2-methoxy-3-(trifluoromethyl)phenyl)-4,5-dimethyl-5-(trifluoromethyl)tetrahydrofuran-2-carboxamido)picolinamide